2-(2-iodo-4-(trifluoromethoxy)phenoxy)acetic acid IC1=C(OCC(=O)O)C=CC(=C1)OC(F)(F)F